COC1=C(C=CC(=C1)OC)OC(F)(F)F 2,4-dimethoxytrifluoromethoxybenzene